N-(2-formylphenyl)indole Dimethyl-3-hydroxy-5-methoxyphthalate COC(C=1C(C(=O)OC)=C(C=C(C1)OC)O)=O.C(=O)C1=C(C=CC=C1)N1C=CC2=CC=CC=C12